diethylene glycol isohexyl methyl ether COCCOCCOCCCC(C)C